N'-(2,5-dimethyl-4-{3-[(2,2,3,3-tetrafluoropropyl)sulfanyl]phenoxy}phenyl)-N-ethyl-N-methylimido-formamide CC1=C(C=C(C(=C1)OC1=CC(=CC=C1)SCC(C(F)F)(F)F)C)N=CN(C)CC